C(C1=CC=CC=C1)OC[C@@H](C)OC1OCCCC1 2-(((R)-1-(benzyloxy)propan-2-yl)oxy)tetrahydro-2H-pyran